N1=C(N=CC=C1)C1=CC=NC=C1C(=O)N pyrimidin-2-nicotinamide